2'-Hydroxy-3-nitro-4'-methoxychalcone OC1=C(C(/C=C/C2=CC(=CC=C2)[N+](=O)[O-])=O)C=CC(=C1)OC